[Cl-].[Cl-].C1(=CC=C(C=C1)C(=[Zr+2](C1=CC(=CC=2C3=CC(=CC=C3CC12)C(C)(C)C)C(C)(C)C)C1C=CC=C1)C1=CC(=CC=C1)Cl)C (p-tolyl)(m-chlorophenyl)methylene(cyclopentadienyl)(3,6-di-tert-butylfluorenyl)zirconium dichloride